ClC1=NC=C(C(=N1)OC=1C(=C(C=CC1)C[C@@H]1N(CC([C@@H]1NS(=O)(=O)C)(F)F)C(=O)[C@H]1N(CCC1)C(=O)OC(C)(C)C)F)C tert-Butyl (2s)-2-{(2S,3R)-2-({3-[(2-chloro-5-methylpyrimidin-4-yl)oxy]-2-fluorophenyl}methyl)-4,4-difluoro-3-[(methanesulfonyl)amino]pyrrolidine-1-carbonyl}pyrrolidine-1-carboxylate